CN(C(=O)C12CC(C1)(C2)C(=O)N(C=2C=NNC2)C)C2CCNCC2 N1,N3-dimethyl-N1-(piperidin-4-yl)-N3-(1H-pyrazol-4-yl)-bicyclo[1.1.1]pentane-1,3-dicarboxamide